4,4,5,5-tetramethyl-2-(2',3',4',5'-tetrahydro-[1,1'-biphenyl]-3-yl)-1,3,2-dioxaborolane CC1(OB(OC1(C)C)C=1C=C(C=CC1)C=1CCCCC1)C